COC1=CC=CC=2C=3N(C(=NC12)N)N=C(N3)[C@H]3CN(CCC3)CCOC (R)-7-methoxy-2-(1-(2-methoxyethyl)piperidin-3-yl)-[1,2,4]triazolo[1,5-c]quinazolin-5-amine